S1C(=NC2=C1C=CC=C2)NC(=O)C=2C=CC=C1CCN(CC21)C2=CC=C(C(=N2)C(=O)OC(C)(C)C)C2=C(C(=CC=C2)OC2=CC=C(C=C2)[C@H](C(F)(F)F)CCC(=O)OCC)C tert-butyl (R)-6-(8-(benzo[d]thiazol-2-ylcarbamoyl)-3,4-dihydroisoquinolin-2(1H)-yl)-3-(3-(4-(5-ethoxy-1,1,1-trifluoro-5-oxopentan-2-yl)phenoxy)-2-methylphenyl)picolinate